ClC1=C(N=NN1CC1=CC=C(C=C1)C1=NN=NN1)C1=CC=CC=C1 5-(4-((5-chloro-4-phenyl-1H-1,2,3-triazol-1-yl)methyl)phenyl)-1H-tetrazole